COC1=C(C(=O)NC(C)C2=CC=CC=C2)C=C(C=C1)[N+](=O)[O-] 2-methoxy-5-nitro-N-(1-phenylethyl)benzamide